O=CCC1(CCN(CC1)C(=O)OC(C)(C)C)CC#C Tert-butyl 4-(2-oxoethyl)-4-prop-2-ynyl-piperidine-1-carboxylate